[Ce].[La].[Y] yttrium lanthanum cerium